C(C1=CC=C(C(=O)O)C=C1)(=O)O.C(CCCCCCCCCCC)N.C(CCCCCCCCCCC)N bis(n-dodecylamine) terephthalate salt